BrC=1C=C2C=3C=C4C(=CC3NC2=CC1)C=CC=C4 2-bromo-5H-benzo[b]carbazole